C(C)(C)(C)OC(=O)NCC1CCN(CC1)CC(=O)O [4-(tert-butoxycarbonylamino-methyl)-piperidin-1-yl]-acetic acid